2-(4-fluoro-2-methylphenoxy)-5-(trifluoroMethyl)nicotinic acid methyl ester COC(C1=C(N=CC(=C1)C(F)(F)F)OC1=C(C=C(C=C1)F)C)=O